methylcyclopropanecarbohydrazide CC1(CC1)C(=O)NN